4-(2-chloro-4-(4-chloro-2-(1-(6,7-dihydro-5H-pyrrolo[1,2-c]imidazol-1-yl)-2-ethoxy-2-oxoethyl)-2H-indazol-6-yl)phenyl)piperazine-1-carboxylic acid tert-butyl ester C(C)(C)(C)OC(=O)N1CCN(CC1)C1=C(C=C(C=C1)C=1C=C(C2=CN(N=C2C1)C(C(=O)OCC)C1=C2N(C=N1)CCC2)Cl)Cl